BrC1=CC=C2C(=N1)N(C(=C2)C2=NC=1C=C(C=C3OCCN2C13)C(=O)OC)CC1CC1 methyl 2-(6-bromo-1-(cyclopropylmethyl)-1H-pyrrolo[2,3-b]pyridin-2-yl)-3,4-dihydro-5-oxa-1,2a-diazaacenaphthylene-7-carboxylate